N-(5-fluoropyridin-3-yl)-4-methylpiperidine-4-carboximidamide FC=1C=C(C=NC1)NC(=N)C1(CCNCC1)C